2,2-bis{2-(benzyloxy)ethoxymethyl}-1,3-propanediol C(C1=CC=CC=C1)OCCOCC(CO)(CO)COCCOCC1=CC=CC=C1